4-(5-(((1s,4s)-4-(4-(trifluoromethyl)-1H-imidazol-1-yl)cyclohexyl)oxy)-1,6-naphthyridin-7-yl)morpholine FC(C=1N=CN(C1)C1CCC(CC1)OC1=C2C=CC=NC2=CC(=N1)N1CCOCC1)(F)F